2-(5-((R or S)-1-(((R)-((R)-2,3-dihydro-1H-pyrido[2,3-b][1,4]oxazin-3-yl)(phenyl)methyl)amino)propan-2-yl)-2,4-difluorophenyl)acetic acid N1C2=C(O[C@H](C1)[C@@H](C1=CC=CC=C1)NC[C@H](C)C=1C(=CC(=C(C1)CC(=O)O)F)F)N=CC=C2 |o1:15|